C(CC=C)NC(=O)C1=CC2=CC=CC=C2C=C1 N-(but-3-en-1-yl)-2-naphthalenamide